C1(CCC1)C=1C(=NN(C1C(C1=CC=CC=C1)(F)F)C)NC(C[C@H]1C(C(C1)(F)F)(F)F)=O (R)-N-(4-cyclobutyl-5-(difluoro(phenyl)methyl)-1-methyl-1H-pyrazol-3-yl)-2-(2,2,3,3-tetrafluorocyclobutyl)acetamide